1,4-dibromo-2-(3-bromopropoxy)benzene BrC1=C(C=C(C=C1)Br)OCCCBr